ClC1=CC=C(C=C1)C1(N2C(C3=CC=CC=C13)=NCC2)OCCOC 5-(4-chlorophenyl)-5-(2-methoxyethoxy)-2,5-dihydro-3H-imidazo[2,1-a]isoindole